FC1=CC=C(C=C1)C=1C=C2C=CN(C2=C(C1)C(=O)NCC1=CC=C(C(=O)O)C=C1)CC1=NC2=CC=CC=C2C=C1 4-((5-(4-fluorophenyl)-1-(quinolin-2-ylmethyl)-1H-indole-7-carboxamido)methyl)benzoic acid